2,2-di-butyl-7,7,9,9-tetramethyl-1-oxa-3,8-diaza-4-oxo-spiro[4.5]decane C(CCC)C1(OC2(C(N1)=O)CC(NC(C2)(C)C)(C)C)CCCC